FC(OC1=C(C=CC=C1)C1CCN(CC1)[C@H]1CC2(CN(C2)C=2SC=NN2)CC1)F (R)-2-(6-(4-(2-(difluoromethoxy)phenyl)piperidin-1-yl)-2-azaspiro[3.4]octan-2-yl)-1,3,4-thiadiazole